2-(9H-fluoren-9-ylmethoxycarbonyl-amino)-acetic acid C1=CC=CC=2C3=CC=CC=C3C(C12)COC(=O)NCC(=O)O